C(C)OC(=O)C=1C=CC2=C(N=CCO2)C1 (E)-1,4-benzoxazine-6-carboxylic acid ethyl ester